4-(4-{4-[4-(benzyloxy)-2-methoxy-6-toluoxy]-3-fluoro-2-hydroxy-5,6-xylylcarbonyloxy}-2,3,6-trimethylbenzoyloxy)-2,3,5,6-tetramethylbenzoic acid C(C1=CC=CC=C1)OC1=CC(=C(C(=C1)OC1=C(C(=C(C(=C1C)C)C(=O)OC1=C(C(=C(C(=O)OC2=C(C(=C(C(=O)O)C(=C2C)C)C)C)C(=C1)C)C)C)O)F)C)OC